((5-fluoro-6-methylpyridin-2-yl)sulfonyl)(thiazol-4-yl)carbamic acid tert-butyl ester C(C)(C)(C)OC(N(C=1N=CSC1)S(=O)(=O)C1=NC(=C(C=C1)F)C)=O